1-(3-hydroxypropyl)-1,3,5-triazine-2,4,6-trione OCCCN1C(NC(NC1=O)=O)=O